3-(2-((tert-butoxycarbonyl)amino)ethoxy)propionic acid C(C)(C)(C)OC(=O)NCCOCCC(=O)O